[C@@H]12CNC[C@H]2C1NC(=O)C1=NC(=NC=C1)NC1=CC=CC=C1 N-((1R,5S,6s)-3-azabicyclo[3.1.0]hex-6-yl)-2-(phenylamino)pyrimidine-4-carboxamide